C[C@H]1N(CCN(C1)C)C(C(=O)OC)C methyl 2-((R)-2,4-dimethylpiperazin-1-yl)propanoate